C(C)OC(C1=CC=C(C=C1)C(NC1=C(C=CC(=C1)N)OC)=O)=O.SCCC[Si](OC)(OC)OC 3-Mercaptopropyltrimethoxysilane ethyl-4-((5-amino-2-methoxyphenyl)carbamoyl)benzoate